C(#N)N1CCC(CC1)N1N=NC(=C1C)C1=CC=2N(C(=C1)OC(C)C=1SC(=CN1)C)C(=CN2)C#N 7-[1-(1-Cyano-4-piperidyl)-5-methyl-triazol-4-yl]-5-[1-(5-methylthiazol-2-yl)ethoxy]imidazo[1,2-a]pyridine-3-carbonitrile